FC=1C=C(C=CC1N1CCN(CC1)C)NC=1N=C(C2=C(N1)NC=C2)OC=2C=C(C=CC2)NC(C=C)=O N-(3-((2-((3-Fluoro-4-(4-methylpiperazin-1-yl)phenyl)amino)-7H-pyrrolo[2,3-d]pyrimidin-4-yl)oxy)phenyl)acrylamide